NC=1N=NC(=CC1C1=CC=C(C=C1)C1=NOC(=C1)C(C(=O)OCC)C(C)C)C=1C(=NC=CC1)OC ethyl 2-(3-(4-(3-amino-6-(2-methoxypyridin-3-yl)pyridazin-4-yl)phenyl)isoxazol-5-yl)-3-methylbutanoate